[C].C(C=C)(=O)O acrylic acid carbon